(2-acryloyloxyethyl)tributylammonium C(C=C)(=O)OCC[N+](CCCC)(CCCC)CCCC